(5-FLUORO-2-([(4-METHYLCYCLOHEXYL)OXY]METHYL)PHENYL)BORANEDIOL FC=1C=CC(=C(C1)B(O)O)COC1CCC(CC1)C